C(C)(S[C@@H]1CO[C@H](C[C@@H]1N=[N+]=[N-])C(=O)N1[C@H](C2=CC=CC=C2CC1)C1=CC=C(C=C1)F)=O S-((3S,4S,6R)-4-azido-6-((S)-1-(4-fluorophenyl)-1,2,3,4-tetrahydroisoquinoline-2-carbonyl)tetrahydro-2H-pyran-3-yl) ethanethioate